C1(CCC1)NC1=NC=CC=C1 2-(cyclobutylamino)pyridin